O1C(=CC=C1)CN[C@@H]([C@H](N)C1=CC=CC=C1)C1=CC=CC=C1 (1R,2R)-N1-(furan-2-ylmethyl)-1,2-diphenylethane-1,2-diamine